[1-(3-Fluorophenyl)-3-methyl-pyrazol-4-yl]-[4-(1-methylpyrazol-4-yl)-3,4-dihydro-1H-isoquinolin-2-yl]methanone FC=1C=C(C=CC1)N1N=C(C(=C1)C(=O)N1CC2=CC=CC=C2C(C1)C=1C=NN(C1)C)C